[Pt].ClC=1C=C(N)C=C(C1OC=1N=NC(=C(C1)C(C)C)OC)Cl 3,5-dichloro-4-[(5-isopropyl-6-methoxypyridazin-3-yl)oxy]aniline Platinum